1,5,6,7-tetrahydro-4H-pyrazolo[4,3-c]pyridin-4-one N1N=CC=2C(NCCC21)=O